5-[3-benzyloxy-1-fluoro-7-(5-hydroxy-3,3-dimethyl-pentoxy)-2-naphthyl]-1,1-dioxo-1,2,5-thiadiazolidin-3-one C(C1=CC=CC=C1)OC=1C(=C(C2=CC(=CC=C2C1)OCCC(CCO)(C)C)F)N1CC(NS1(=O)=O)=O